methylbenzyl-methacrylamide CC(=C(C(=O)N)C)CC1=CC=CC=C1